C(C)N(C=1C=CC=2N(N1)C(=CN2)C#CC=2C=NC=C(C(=O)NC1=CC(=C(C=C1)CN1CCN(CC1)C)C(F)(F)F)C2)C2CCOCC2 5-((6-(Ethyl(tetrahydro-2H-pyran-4-yl)amino)imidazo[1,2-b]pyridazin-3-yl)ethynyl)-N-(4-((4-methylpiperazin-1-yl)methyl)-3-(trifluoromethyl)phenyl)nicotinamide